CN1C(C(CCC1)C1=CC=2C(=NC=C(C2NC=2C=CC3=C(N=CS3)C2F)F)S1)C N-(2-(1,2-dimethylpiperidin-3-yl)-5-fluorothieno[2,3-b]pyridin-4-yl)-4-fluorobenzo[d]thiazol-5-amine